3-(5-[(5-chlorothiophen-2-yl)methyl]amino-1-(thiophene-3-carbonyl)-1H-pyrazol-3-yl)-3-methylpyrrolidin-2-one ClC1=CC=C(S1)CNC1=CC(=NN1C(=O)C1=CSC=C1)C1(C(NCC1)=O)C